C(C)(C)(C)OC(/C=C/C=1OC=C(N1)C(=O)OCC)=O Ethyl (E)-2-(3-(tert-butoxy)-3-oxoprop-1-en-1-yl)oxazole-4-carboxylate